OC=1C=C2C(CC(C2=CC1)=O)(C)C 5-hydroxy-3,3-dimethyl-indan-1-one